tert-butyl 3-((4-(3-(4-methoxyphenyl)-1,2,4-oxadiazol-5-yl)piperazine-1-carboxamido)methyl)pyrrolidine-1-carboxylate COC1=CC=C(C=C1)C1=NOC(=N1)N1CCN(CC1)C(=O)NCC1CN(CC1)C(=O)OC(C)(C)C